7-chloro-5-methyl-4-oxo-1-[3-(pyrimidin-5-yl)-1,2,4-thiadiazol-5-yl]-1,4-dihydro-1,8-naphthyridine-3-carboxylic acid ethyl ester C(C)OC(=O)C1=CN(C2=NC(=CC(=C2C1=O)C)Cl)C1=NC(=NS1)C=1C=NC=NC1